N-(2-(3,4-Dihydroisoquinolin-2(1H)-yl)-1-hydroxyethyl)-7-(4-fluorophenyl)imidazo[1,2-a]pyridine-2-carboxamide C1N(CCC2=CC=CC=C12)CC(O)NC(=O)C=1N=C2N(C=CC(=C2)C2=CC=C(C=C2)F)C1